13-Hydroxy-heneicosanoic acid OC(CCCCCCCCCCCC(=O)O)CCCCCCCC